CCCCCCCC/C=C\\CCCCCCCC(=O)O[C@H](COC(=O)CCC/C=C\\C/C=C\\C/C=C\\C/C=C\\CCCCC)COP(=O)(O)O The molecule is a 1-acyl-2-oleoyl-sn-glycero-3-phosphate(2-) in which the 1-acyl substituent is specified as arachidonoyl. It derives from an oleic acid and an arachidonic acid. It is a conjugate acid of a 1-arachidonoyl-2-oleoyl-sn-glycero-3-phosphate(2-).